fluorenoazepan C1CCCNC2=C1C=1CC3=CC=CC=C3C1C=C2